ClC1=C(C(=O)N2COC3=C(C2)C=CC=C3C3=CC(=C(C(=O)O)C=C3)N3C2COCC3CC2)C(=CC(=C1)N1CC2(C1)CC(C2)OC)Cl 4-[3-[2,6-Dichloro-4-(6-methoxy-2-azaspiro[3.3]heptan-2-yl)benzoyl]-2,4-dihydro-1,3-benzoxazin-8-yl]-2-(3-oxa-8-azabicyclo[3.2.1]oct-8-yl)benzoic acid